COC1=CC=C(CNC(=O)NC2CC3(C2)CC(C3)C(=O)N3CCCC2=CC=CC=C32)C=C1 1-(4-methoxybenzyl)-3-(6-(1,2,3,4-tetrahydroquinoline-1-carbonyl)spiro[3.3]heptan-2-yl)urea